ClC1=NC(=C(C(=C1C#N)CC)C#N)N1C[C@@H](CC1)O (R)-2-chloro-4-ethyl-6-(3-hydroxypyrrolidin-1-yl)pyridine-3,5-dicarbonitrile